4-(2,2-diphenylvinyl)phenylboronic acid C1(=CC=CC=C1)C(=CC1=CC=C(C=C1)B(O)O)C1=CC=CC=C1